3-((4-Hydroxy-1-((R)-3-phenylbutanoyl)piperidin-4-yl)methyl)-6-(((S)-1-(pyrrolidin-1-yl)propan-2-yl)amino)pyrimidin-4(3H)-one OC1(CCN(CC1)C(C[C@@H](C)C1=CC=CC=C1)=O)CN1C=NC(=CC1=O)N[C@H](CN1CCCC1)C